3-(2-{5-[(7R)-7-amino-2-azabicyclo[2.2.1]heptane-2-carbonyl]-7-methoxy-1-methyl-1H-1,3-benzodiazol-2-yl}-1-(cyclopropylmethyl)-1H-pyrrolo[2,3-b]pyridin-6-yl)-2-fluorobenzamide N[C@H]1C2N(CC1CC2)C(=O)C2=CC1=C(N(C(=N1)C1=CC=3C(=NC(=CC3)C=3C(=C(C(=O)N)C=CC3)F)N1CC1CC1)C)C(=C2)OC